C1(CC1)C1=CC=C(C=N1)C1=NOC(=C1COC1=CC=C(C=N1)C(=O)NC1CCS(CC1)(=O)=O)C 6-((3-(6-Cyclopropyl-3-pyridyl)-5-methyl-isoxazol-4-yl)methoxy)-N-(1,1-dioxothian-4-yl)pyridin-3-carboxamid